(9H-fluoren-9-yl)methyl (S)-(1-((3-(4-chlorobenzoyl)-4,5-dimethylthiophen-2-yl)amino)-1-oxopropan-2-yl)carbamate ClC1=CC=C(C(=O)C2=C(SC(=C2C)C)NC([C@H](C)NC(OCC2C3=CC=CC=C3C=3C=CC=CC23)=O)=O)C=C1